(5-(2-(difluoromethoxy)-6-fluorophenyl)-6-isocyano-1-((2-(trimethylsilyl)ethoxy)methyl)-1H-indazol-3-yl)-5-methyl-2-(methyl-d3)-1,2,3,4-tetrahydroisoquinoline FC(OC1=C(C(=CC=C1)F)C=1C=C2C(=NN(C2=CC1[N+]#[C-])COCC[Si](C)(C)C)C1N(CCC2=C(C=CC=C12)C)C([2H])([2H])[2H])F